(4-bromo-2,6-difluorophenyl)-methanamine BrC1=CC(=C(C(=C1)F)CN)F